(3S)-1'-{3',6'-dimethyl-[3,4'-bipyridyl]-2'-yl}-1,3-dihydro-spiro[indene-2,4'-piperidin]-3-amine CC=1C(=NC(=CC1C=1C=NC=CC1)C)N1CCC2(CC1)CC1=CC=CC=C1[C@H]2N